CS(=O)(=O)N1CC(CC1)CNC(OC(C)(C)C)=O Tert-butyl (1-(methylsulfonyl)pyrrolidin-3-yl)methylcarbamate